[Na+].[Na+].[C@@H]1([C@H](O)[C@H](O)[C@@H](COP(=O)([O-])[O-])O1)N1C=NC=2C(O)=NC=NC12 inosinic acid disodium salt